O[C@H]1[C@@H](CCCC1)N1CCOCC2=C1N=NC(=C2C)C2=C(C=C(C=C2)C(F)(F)F)O 2-{9-[(1R,2R)-2-hydroxycyclohexyl]-4-methyl-5,7,8,9-tetrahydropyridazino[3,4-e][1,4]oxazepin-3-yl}-5-(trifluoromethyl)phenol